2-ethylbutyl ((((2R,3S,4R,5S)-5-(4-aminopyrrolo[2,1-f][1,2,4]triazin-7-yl)-2-(chloromethyl)-3,4-dihydroxytetrahydrofuran-2-yl)methoxy)(phenoxy)phosphoryl)-L-alaninate NC1=NC=NN2C1=CC=C2[C@H]2[C@@H]([C@@H]([C@@](O2)(CCl)COP(=O)(OC2=CC=CC=C2)N[C@@H](C)C(=O)OCC(CC)CC)O)O